4-(2,6-dichloro-4-nitrophenoxy)-5,6,7,8-tetrahydrophthalazin-1(2H)-one ClC1=C(OC2=NNC(C=3CCCCC23)=O)C(=CC(=C1)[N+](=O)[O-])Cl